C(C)S(N1CC2(C1)CC(C2)NC2=NC=C(C(=N2)N2N=CC=C2)C(F)(F)F)(=O)=O 2-(ethyldioxo-λ6-sulfanyl)-6-{[4-(pyrazol-1-yl)-5-(trifluoromethyl)pyrimidin-2-yl]amino}-2-azaspiro[3.3]heptane